C(C)N1N=CC(N(C1=O)CC)=O 2,4-diethyl-1,2,4-triazine-3,5(2h,4h)-dione